FC(C=1C=CC=2C(=C(N=NC2C2=C(C=C(C=C2)C(F)(F)F)O)N2CC(CC2)(O)C)N1)F 2-(difluoromethyl)-5-(2-hydroxy-4-(trifluoromethyl)phenyl)pyrido[2,3-d]pyridazin-8-yl-3-methylpyrrolidin-3-ol